C(=O)(O)C1=CC=C(C=C1)C1=C(N)C(=CC(=C1)C1=CC=C(C=C1)C(=O)O)C1=CC=C(C=C1)C(=O)O 2,4,6-tris(4-carboxyphenyl)aniline